3-((4-butoxyphenyl)sulfonyl)-6-(methylthio)-4-(4-(oxetan-3-yl)-1,4-diazepan-1-yl)quinoline C(CCC)OC1=CC=C(C=C1)S(=O)(=O)C=1C=NC2=CC=C(C=C2C1N1CCN(CCC1)C1COC1)SC